N-ethylperfluorooctane-1-sulfonamide C(C)NS(=O)(=O)C(C(C(C(C(C(C(C(F)(F)F)(F)F)(F)F)(F)F)(F)F)(F)F)(F)F)(F)F